COC1=NC(=NC(=C1)OC)NC(=O)NS(=O)(=O)CC1=C(C(=O)OC)C=CC=C1 methyl 2-[[[[[(4,6-dimethoxy-2-pyrimidinyl)amino]carbonyl]amino]-sulfonyl]methyl]benzoate